3-methylpyridine tosylate S(=O)(=O)(O)C1=CC=C(C)C=C1.CC=1C=NC=CC1